C(C1=CC=CC=C1)(C1=CC=CC=C1)[C@@H](C(=O)NC1=CC(=C(C=C1)C=1C(=NNC1C)C)O)NC(=O)C=1N(N=CC1)C N-[(1S)-1-benzhydryl-2-[4-(3,5-dimethyl-1H-pyrazol-4-yl)-3-hydroxy-anilino]-2-oxo-ethyl]-2-methyl-pyrazole-3-carboxamide